C(C)(C)(C)OC(=O)N1CCC(CC1)C\C=C/C=1C(=NC=2N(C1)C=C(N2)C2=C(C=CC=C2)O)N.COC2=C(C=C(C=C2)OC)C2=NC1=CC=CC=C1C=C2OC2=CC=C(C=C2)OC 2-(2,5-dimethoxyphenyl)-3-(4-methoxyphenoxy)quinoline tert-butyl-4-[(Z)-3-[7-amino-2-(2-hydroxyphenyl)imidazo[1,2-a]pyrimidin-6-yl]allyl]piperidine-1-carboxylate